Butyl 2-[4-(5,5,8,8-tetramethyl-5,6,7,8-tetrahydronaphthalen-2-sulfonyl) phenyl]Azetat CC1(C=2C=CC(=CC2C(CC1)(C)C)S(=O)(=O)C1=CC=C(C=C1)C1(NC=C1)C(=O)OCCCC)C